2-(4-(Indolin-1-yl)thiophen-2-yl)propan-2-ol N1(CCC2=CC=CC=C12)C=1C=C(SC1)C(C)(C)O